C(C)C1=NNC=C1 3-ethyl-1H-pyrazole